rac-6-[2-(2,2-difluoroethoxy)phenyl]-5-oxo-2-(oxolan-3-yl)-N-[4-(1,1,3,3-tetrafluoro-2-hydroxypropan-2-yl)phenyl]-2,5-dihydropyridazine-4-carboxamide FC(COC1=C(C=CC=C1)C=1C(C(=CN(N1)[C@H]1COCC1)C(=O)NC1=CC=C(C=C1)C(C(F)F)(C(F)F)O)=O)F |r|